COC1=NN(C=C1)C=C 3-Methoxy-1-vinyl-1H-pyrazole